C(C1=CC=CC=C1)(=O)ON1C=COC2=C(C1C1=CC=CC=C1)C(=NN2C2=CC=CC=C2)C(F)(F)F 5-(benzoyloxy)-1,4-diphenyl-3-(trifluoromethyl)-4,5-dihydro-1H-pyrazolo[4,3-f][1,4]oxazepin